tert-Butyl rac-(3-hydroxy-3-(thiophen-2-yl)propyl)(methyl)carbamate O[C@H](CCN(C(OC(C)(C)C)=O)C)C=1SC=CC1 |r|